6-bromo-7,8-dimethylimidazo[1,2-a]pyridine BrC=1C(=C(C=2N(C1)C=CN2)C)C